(4-(5-(7-(4,4-difluoropiperidin-1-yl)furo[2,3-c]pyridin-5-yl)-1,3,4-oxadiazol-2-yl)-3-(6-azaspiro[2.5]oct-6-yl)phenyl)-2-hydroxyethanesulfonamide FC1(CCN(CC1)C=1N=C(C=C2C1OC=C2)C2=NN=C(O2)C2=C(C=C(C=C2)C(CO)S(=O)(=O)N)N2CCC1(CC1)CC2)F